N1-((3-(4-ethoxy-4-methylcyclohexyl)-5,6-dihydro-4H-pyrrolo[1,2-b]pyrazol-2-yl)-methyl)-N1,N2-dimethylethane-1,2-diamine C(C)OC1(CCC(CC1)C1=C2N(N=C1CN(CCNC)C)CCC2)C